1,3-dibromo-2-chloro-5-trityl-benzene BrC1=C(C(=CC(=C1)C(C1=CC=CC=C1)(C1=CC=CC=C1)C1=CC=CC=C1)Br)Cl